Rac-(6r,7r)-7-(5-bromo-6-methoxy-2H-indazol-2-yl)-6-methyl-2-azaspiro[3.5]nonane-2-carboxylic acid tert-butyl ester C(C)(C)(C)OC(=O)N1CC2(C1)C[C@H]([C@@H](CC2)N2N=C1C=C(C(=CC1=C2)Br)OC)C |r|